ethyl 1-(2,4-difluorophenyl)-4-oxo-5H-pyrazolo[3,4-d]pyrimidine-6-carboxylate FC1=C(C=CC(=C1)F)N1N=CC2=C1N=C(NC2=O)C(=O)OCC